3-chloro-6-(2-ethoxypyridin-3-yl)pyridazine (R)-tert-butyl-3-((2,7-dichloro-8-fluoropyrido[4,3-d]pyrimidin-4-yl)(methyl)amino)pyrrolidine-1-carboxylate C(C)(C)(C)OC(=O)N1C[C@@H](CC1)N(C)C=1C2=C(N=C(N1)Cl)C(=C(N=C2)Cl)F.ClC=2N=NC(=CC2)C=2C(=NC=CC2)OCC